gamma-aminocrotonic acid-13C NC/C=C/[13C](=O)O